2,6-dimethylbenzenesulfonamide CC1=C(C(=CC=C1)C)S(=O)(=O)N